C1(CC1)[C@@]1(NC(NC1=O)=O)CNC(=O)C1=NN(N=C1)C1=NC=CC=C1F N-{[(4R)-4-cyclopropyl-2,5-dioxoimidazolidin-4-yl]methyl}-2-(3-fluoropyridin-2-yl)-2H-1,2,3-triazole-4-carboxamide